C(C)C1=CC=C(C=N1)C1=C(C(=O)OC)C=C(C=C1)NC(=O)C1(CC1)C1=C(C=C(C=C1)C(F)(F)F)F Methyl 2-(6-ethylpyridin-3-yl)-5-[({1-[2-fluoro-4-(trifluoromethyl) phenyl]cyclopropyl}carbonyl) amino]benzoate